p-toluenesulfonic acid sulfonium salt [SH3+].CC1=CC=C(C=C1)S(=O)(=O)[O-]